C1(CC1)O[C@H](C(=O)O)C(C)(C)C (S)-2-cyclopropyloxy-3,3-dimethylbutyric acid